F[C@H]1[C@@H]([C@]2(CN[C@@]1(C2)C)C)N(C2=CC=C(N=N2)C2=C(C=C(C=C2)C2=CC(N(C=C2)C)=O)O)C 4-(4-(6-(((1R,4R,5R,6S)-6-fluoro-1,4-dimethyl-2-azabicyclo[2.2.1]heptan-5-yl)(methyl)amino)pyridazin-3-yl)-3-hydroxyphenyl)-1-methylpyridin-2(1H)-one